CN1C(CCCC(C1)C1=NC=CC=C1S(=O)(=O)C)=O 1-methyl-6-(3-(methylsulfonyl)pyridin-2-yl)-2-oxo-2,3,4,6-tetrahydro-1H-Azepine